C1=CC(=CC=C1CCO)O The molecule is a phenol substituted at position 4 by a 2-hydroxyethyl group. It has a role as an anti-arrhythmia drug, an antioxidant, a cardiovascular drug, a protective agent and a fungal metabolite. It derives from a 2-phenylethanol.